(R)-2-hydroxy-3-((7-(5-methyl-1,2,4-oxadiazol-3-yl)isoquinolin-1-yl)amino)-N-(1-methyl-5-pentyl-1H-pyrazol-3-yl)propionamide O[C@@H](C(=O)NC1=NN(C(=C1)CCCCC)C)CNC1=NC=CC2=CC=C(C=C12)C1=NOC(=N1)C